2-anthracencarboxylic acid C1=C(C=CC2=CC3=CC=CC=C3C=C12)C(=O)O